COC1=CN=C(S1)N 5-methoxy-1,3-thiazol-2-amine